7-((2-methyl-1H-imidazol-1-yl)methyl)-5-(1-methyl-3-(trifluoromethyl)-1H-pyrazol-4-yl)-3,4-dihydroisoquinolin CC=1N(C=CN1)CC1=CC(=C2CCN=CC2=C1)C=1C(=NN(C1)C)C(F)(F)F